C(C)(C)(C)N1CCN(CC1)C=1C(=NC=C(C1)Cl)OC 1-(tert-butyl)-4-(5-chloro-2-methoxypyridin-3-yl)piperazine